CC1=CC2=C(NC(C(=C2C)C(C=CC2=CC=C(C=C2)C)=O)=O)S1 2,4-dimethyl-5-(3-(p-tolyl)acryloyl)thieno[2,3-b]pyridin-6(7H)-one